C(C)OC(=O)N1C2COCC1CC(C2)N2C[C@H]1C([C@H]1C2)C(=O)N2CCCCC2 7-[(1r,5s,6r)-6-(piperidin-1-ylcarbonyl)-3-azabicyclo[3.1.0]hex-3-yl]-3-oxa-9-azabicyclo[3.3.1]nonane-9-carboxylic acid ethyl ester